phenoxy(((1S)-1-isopropoxycarbonylethyl)amino)phosphinoyl chloride O(C1=CC=CC=C1)P(=O)(N[C@@H](C)C(=O)OC(C)C)Cl